FC1(CCOCC1)CNC1=C(C=CC=C1)[N+](=O)[O-] 4-(((4-fluorotetrahydro-2H-pyran-4-yl)methyl)amino)-3-nitrobenzene